OCC(CO)NC(=O)C=1C(N(N=C(C1)C1=CC=C(C=C1)C(F)(F)F)C1=CC(=CC=C1)F)=O N-(1,3-dihydroxypropan-2-yl)-2-(3-fluorophenyl)-3-oxo-6-[4-(trifluoromethyl)phenyl]-2,3-dihydropyridazine-4-carboxamide